BrC1=C(C(=CC(=C1OC)Br)[N+](=O)[O-])C=O 2,4-dibromo-3-methoxy-6-nitrobenzene-1-carbaldehyde